O[C@H]1C[C@@H](CCC1)NC=1N=NC(=C2C1N=CC=C2)C2=C(C=C(C=C2)C(F)(F)F)O 2-[8-[[(1r,3r)-3-hydroxycyclohexyl]amino]pyrido[2,3-d]pyridazin-5-yl]-5-(trifluoromethyl)phenol